5-(4-(methylsulfonyl)phenyl)-2-(1-(1-(5-propylpyrimidin-2-yl)piperidine-4-yl)ethoxy)thiazolo[5,4-b]pyridine CS(=O)(=O)C1=CC=C(C=C1)C1=CC=C2C(=N1)SC(=N2)OC(C)C2CCN(CC2)C2=NC=C(C=N2)CCC